N-(4-((2-(2,6-dioxopiperidin-3-yl)-1,3-dioxoisoindolin-5-yl)amino)butyl)acetamide O=C1NC(CCC1N1C(C2=CC=C(C=C2C1=O)NCCCCNC(C)=O)=O)=O